C[C@H]1CC[C@H](CN1C(CC1=CC=CC=C1)=O)C(=O)OC Methyl (3R,6S)-6-methyl-1-(2-phenylacetyl)piperidine-3-carboxylate